N-(1-Methyl-3-((5-methylthiophen-2-yl)ethynyl)-1H-pyrrolo[2,3-b]pyridin-5-yl)acrylamide CN1C=C(C=2C1=NC=C(C2)NC(C=C)=O)C#CC=2SC(=CC2)C